2'-deoxyuridine-3'-phosphorothioate P(O)(O)(=S)O[C@H]1C[C@@H](O[C@@H]1CO)N1C(=O)NC(=O)C=C1